C1(CCCCC1)C(C1CCCCC1)=C(C(=O)OCCC)C(=O)OCCC di-n-propyl (dicyclohexylmethylene)malonate